(S)-N-(1-(pyridin-2-yl)ethyl)-5-(4-(trifluoromethyl)phenyl)quinoxaline-2-carboxamide N1=C(C=CC=C1)[C@H](C)NC(=O)C1=NC2=CC=CC(=C2N=C1)C1=CC=C(C=C1)C(F)(F)F